(4S,5S,6R)-5,6-difluoro-3-(trifluoromethyl)-1-[(2s,4R)-2-(trifluoromethyl)oxan-4-yl]-5,6-dihydro-4H-cyclopenta[c]pyrazol-4-ol F[C@H]1[C@H](C2=C(N(N=C2C(F)(F)F)[C@H]2C[C@H](OCC2)C(F)(F)F)[C@H]1F)O